FC1=CC(=C(C(=C1)C)C=1C=C2C(=NN1)N(N=C2)[C@H]2CN(CCC2)C(=O)OC(C)(C)C)OC tert-butyl (R)-3-(5-(4-fluoro-2-methoxy-6-methylphenyl)-1H-pyrazolo[3,4-c]pyridazin-1-yl)piperidine-1-carboxylate